BrC=1N=C(N(C1)C)C1OCC1O (4-bromo-1-methyl-1H-imidazol-2-yl)oxetan-3-ol